OC1=CC(=C(C2=C1C(C=C(O2)C2=CC=C(C=C2)O)=O)CN2CCN(CC2)C2=CC=C(C=C2)C(F)(F)F)O 5,7-dihydroxy-2-(4-hydroxyphenyl)-8-((4-(4-(trifluoromethyl)phenyl)piperazin-1-yl)methyl)-4H-benzopyran-4-one